5-bromo-3-chloro-N-(5-chloro-2-hydroxy-3-(N-(2-methoxyethyl)sulfamoyl)phenyl)-2-hydroxybenzenesulfonamide BrC=1C=C(C(=C(C1)S(=O)(=O)NC1=C(C(=CC(=C1)Cl)S(NCCOC)(=O)=O)O)O)Cl